4-((1-(2-fluoro-3-(trifluoromethyl)phenyl)ethyl)amino)-2,6-dimethyl-6H-[1,4]oxazin FC1=C(C=CC=C1C(F)(F)F)C(C)NN1C=C(OC(C1)C)C